5-Amino-2-chloro-N-(2-cyano-4-fluorophenyl)-N-(prop-2-yn-1-yl)benzamide NC=1C=CC(=C(C(=O)N(CC#C)C2=C(C=C(C=C2)F)C#N)C1)Cl